CN1N=C(C(=C1)C1=CC(=NO1)C)C1=CC=C(OCC2=NC3=CC=CC=C3C=C2)C=C1 2-{4-[1-methyl-4-(3-methyl-isoxazol-5-yl)-1H-pyrazol-3-yl]-phenoxymethyl}-quinoline